5'-(Difluoromethyl)-5-(2-(dimethylamino)-2-carbonylethyl)-2'-methoxy-[1,1'-biphenyl]-2-carboxylic acid methyl ester COC(=O)C=1C(=CC(=CC1)CC(=C=O)N(C)C)C1=C(C=CC(=C1)C(F)F)OC